ClC1=C(C=CC=C1)C1=CC=2C3(C4=CC(=CC=C4C2C=C1)C1=CC=C(C#N)C=C1)CCCCC3 4-(2'-(2-chlorophenyl)spiro[cyclohexane-1,9'-fluoren]-7'-yl)benzonitrile